(R)-(-)-3-chloromandelic acid C1=CC(=CC(=C1)Cl)[C@H](C(=O)O)O